NC1=C(C=C(C(=C1)Cl)S(=O)(=O)Cl)S(=O)(=O)Cl 4-amino-6-chloro-1,3-benzenedisulfonic acid chloride